4-(1H-pyrrolo[2,3-b]pyridin-1-yl)butanoic acid ethyl ester C(C)OC(CCCN1C=CC=2C1=NC=CC2)=O